C1=CC=C(C=C1)C(C(=O)N)O The molecule is a monocarboxylic acid amide that is phenylacetamide in which one of the benzylic hydrogens has been replaced by a hydroxy group. It is a monocarboxylic acid amide, a member of benzyl alcohols and a secondary alcohol. It derives from a phenylacetic acid.